C(C)C1=NN2C(NC3=C(C2=O)CN(C3=O)CCN3CCOCC3)=C1 ethyl-6-[2-(morpholin-4-yl)ethyl]-5,8-dioxo-5,6,7,8-tetrahydro-4H-pyrazolo[1,5-a]pyrrolo[3,4-d]pyrimidine